3',5-diallyl-3-[(S)-2-amino-6-hydroxy-1-hexanoyl]amino-2,4'-dihydroxy-1,1'-biphenyl C(C=C)C=1C=C(C=CC1O)C1=C(C(=CC(=C1)CC=C)NC([C@H](CCCCO)N)=O)O